BrC=1C=C(C=2N(C1)C=CN2)OC 6-bromo-8-methoxy-imidazo[1,2-a]pyridine